CC1=CC=C(C=C1)S(=O)(=O)O.COC1=C(C=CC=C1C1=NN(C=N1)C([2H])([2H])[2H])NC1=CC(=NC=C1C(CC([2H])([2H])[2H])=O)C1(CC1)C(=O)N (4-((2-methoxy-3-(1-(methyl-d3)-1H-1,2,4-triazol-3-yl)phenyl)amino)-5-(propanoyl-3,3,3-d3)pyridin-2-yl)cyclopropanecarboxamide, p-toluenesulfonic acid salt